ClC1=C(C(=NC=N1)NC1=CC(=C(C=C1)OC1=CC2=C(N(C=N2)C)C=C1)C)I 6-Chloro-5-iodo-N-(3-methyl-4-((1-methyl-1H-benzimidazol-5-yl)oxy)phenyl)pyrimidin-4-amine